5-[3-(trifluoroacetylamino)propynyl]-5'-O-trityl-2'-deoxycytidine FC(C(=O)NCC#CC=1C(=NC(N([C@H]2C[C@H](O)[C@@H](COC(C3=CC=CC=C3)(C3=CC=CC=C3)C3=CC=CC=C3)O2)C1)=O)N)(F)F